C[C@H]1[C@H]2[C@@H]3CCC([C@@]3(C)CC[C@@H]2[C@]2(CCC(C=C2C1)=O)CO)O 7α-methyl-17,19-dihydroxy-4-androsten-3-one